C1CCC2=C(C=3CCCC3C=C12)NC(=O)NS(=O)(=O)C1=CC=C(CCNC(=O)C2=NOC(=C2)C)C=C1 N-(4-(N-((1,2,3,5,6,7-hexahydro-s-indacen-4-yl)carbamoyl)sulfamoyl)phenethyl)-5-methylisoxazole-3-carboxamide